5-fluoroisoleucine FCC[C@@H]([C@H](N)C(=O)O)C